FC(CN1N=CC=2C1=NC(=CN2)N2CC1(CN(C1)C=1C=NC(=CC1)OCC(F)(F)F)CC2)F 6-[1-(2,2-difluoroethyl)-1H-pyrazolo[3,4-b]pyrazin-6-yl]-2-[6-(2,2,2-trifluoroethoxy)pyridin-3-yl]-2,6-diazaspiro[3.4]octane